(1-(4-bromophenyl)azetidin-3-yl)methanol BrC1=CC=C(C=C1)N1CC(C1)CO